FC=1C=C(C=CC1OC1=C2C(=NC=C1)NC(N2C(C)C)=O)NC(=O)C=2C=NN(C2C(F)(F)F)C2=NC=C(C=N2)C N-(3-fluoro-4-((1-isopropyl-2-oxo-2,3-dihydro-1H-imidazo[4,5-b]pyridine-7-yl)oxy)phenyl)-1-(5-methylpyrimidine-2-yl)-5-(trifluoromethyl)-1H-pyrazole-4-carboxamide